1,2-dichloro-1,1,2,4,4,4-hexafluorobutane ClC(C(CC(F)(F)F)(F)Cl)(F)F